C(C)(C)(C)C=1C=C(/C=C/C(=O)O)C=C(C1O)C(C)(C)C trans-3,5-di-tert-butyl-4-hydroxycinnamic acid